[Cl-].CC[N+](C)(C)CCOCCC methylpropanoxyethyltrimethylammonium chloride